N1=C(C=NC=C1)N1C=C(C=2CC[C@H]3[C@@H](C12)C3)C(=O)O (5aR,6aS)-1-(pyrazin-2-yl)-1,4,5,5a,6,6a-hexahydrocyclopropa[g]indole-3-carboxylic acid